CC1=CC=CCC1 1-methyl-cyclohexa-1,3-diene